6-methoxy-7-(2-morpholinoethoxy)quinazolin COC=1C=C2C=NC=NC2=CC1OCCN1CCOCC1